C=1N=CN2C1C1=CC=CC=C1[C@H]2C(C)(O)C2CCOCC2 ((S)-5H-imidazo[5,1-a]isoindol-5-yl)-1-(tetrahydro-2H-pyran-4-yl)ethan-1-ol